methyl 2-((1R,5S,6S)-3-(1-(4-chloro-3-fluorophenyl)-3,3-dimethyl-2,3-dihydro-1H-pyrrolo[3,2-b]pyridine-5-carbonyl)-3-azabicyclo[3.1.0]hexan-6-yl)acetate ClC1=C(C=C(C=C1)N1CC(C2=NC(=CC=C21)C(=O)N2C[C@@H]1C([C@@H]1C2)CC(=O)OC)(C)C)F